1-[3-[7-(difluoromethyl)-6-(1-methylpyrazol-4-yl)-3,4-dihydro-2H-quinolin-1-yl]-1-[1-(4-methyl-4-piperidyl)-4-piperidyl]-6,7-dihydro-4H-pyrazolo[4,3-c]pyridin-5-yl]ethanone FC(C1=C(C=C2CCCN(C2=C1)C1=NN(C2=C1CN(CC2)C(C)=O)C2CCN(CC2)C2(CCNCC2)C)C=2C=NN(C2)C)F